ON=C(N)[C@H]1N(CCC1)C(=O)OC(C)(C)C tert-butyl (S)-2-(N'-hydroxycarbamimidoyl)pyrrolidine-1-carboxylate